C1=NN=C2N1C1=CC=CC=C1C(=N2)N(C=2C=C(C(=O)OC)C=CC2)C methyl 3-([1,2,4]triazolo[4,3-a]quinazolin-5-yl(methyl)amino)benzoate